3,3'-dihydroxyl-4,4'-biphenyldiamine OC=1C=C(C=CC1N)C1=CC(=C(C=C1)N)O